C(C)N([C@H]1[C@@H](CCC1)OC=1C=C2CN(C(C2=CC1)=O)C1C(NC(CC1)=O)=O)CC12CC(C1)(C2)F 3-(5-(((1R,2R)-2-(ethyl((3-fluorobicyclo[1.1.1]pentan-1-yl)methyl)amino)cyclopentyl)oxy)-1-oxoisoindolin-2-yl)piperidine-2,6-dione